(E)-1-fluoro-3-((2-(4-(5-(methylamino)pyrazin-2-yl)but-1-en-3-yn-1-yl)benzo[d]thiazol-6-yl)amino)propan-2-ol FCC(CNC1=CC2=C(N=C(S2)\C=C\C#CC2=NC=C(N=C2)NC)C=C1)O